S1C(=CC=C1)C1=NC(=NC(=N1)C=1SC=CC1)C=1SC=CC1 2,4,6-tri(thiophene-2-yl)-1,3,5-triazine